methyl (1R,2R,4S,5R,6S)-6-((tert-butyldimethylsilyl)oxy)-4-(2-fluoropyridin-4-yl)-8-oxatricyclo[3.2.1.02,4]octane-2-carboxylate [Si](C)(C)(C(C)(C)C)O[C@@H]1[C@H]2[C@@]3(C[C@@]3([C@@H](C1)O2)C(=O)OC)C2=CC(=NC=C2)F